N1=C2C(=CC=C1)[C@@H](CC2)NC(=O)C2=CC=C(S2)C2=C(C(=NC1=C2C(N2CCC[C@@H]12)=O)COC1=CC=C(C=C1)F)C(=O)O (S)-4-(5-(((R)-6,7-dihydro-5H-cyclopenta[b]pyridin-5-yl)carbamoyl)thiophen-2-yl)-2-((4-fluorophenoxy)methyl)-5-oxo-7,8,9,9a-tetrahydro-5H-pyrido[2,3-a]pyrrolizine-3-carboxylic acid